OCC(C)(C)NC1=NC(=C(C(=O)NC2=CC(=C(C=C2)C)N2CCOCC2)C=C1)N1CCC2(CC2)CC1 6-((1-hydroxy-2-methylpropan-2-yl)amino)-N-(4-methyl-3-morpholinophenyl)-2-(6-azaspiro[2.5]oct-6-yl)nicotinamide